ClC1=C(C=C(C=C1)S(=O)(=O)NC=1C(=NC=C(C1)C)OC1=CC=C(C=C1)N(C(C#CC)=O)C)C(F)(F)F N-(4-((3-((4-Chloro-3-(trifluoromethyl)phenyl)sulfonamido)-5-methylpyridin-2-yl)oxy)phenyl)-N-methylbut-2-ynamide